(2R)-1-[(4aR,8aS)-3,4,4a,5,6,7,8,8a-Octahydro-2H-quinolin-1-yl]-2-[cyclopropyl-[(2,4-dimethoxyphenyl)methyl]amino]-4-(dimethylamino)butan-1-one N1(CCC[C@H]2CCCC[C@H]12)C([C@@H](CCN(C)C)N(CC1=C(C=C(C=C1)OC)OC)C1CC1)=O